CC=1C(=NC=CC1)CN1C[C@@H]2[C@H](C1)CC(C2)NC=2N=NC(=CC2)S(=O)(=O)C2=CC=CC=C2 (3aR,5s,6aS)-2-((3-methylpyridin-2-yl)methyl)-N-(6-(phenylsulfonyl)pyridazin-3-yl)octahydrocyclopenta[c]pyrrol-5-amine